ClC=1C(=C(C=CC1)NCC(=O)N1[C@H]2CC([C@@H]([C@@H]1C(=O)N[C@H](C[C@H]1C(NCCC1)=O)C#N)CC2)(F)F)C (1R,3R,4R)-2-((3-chloro-2-methylphenyl)glycyl)-N-((R)-1-cyano-2-((S)-2-oxopiperidin-3-yl)ethyl)-5,5-difluoro-2-azabicyclo[2.2.2]octane-3-carboxamide